(6-((2-(1-(cyclopropylmethyl)-1H-pyrazol-4-yl)pyrimidin-4-yl)amino)-4-(isopropylamino)pyridin-3-yl)(3-(dimethylamino)azetidin-1-yl)methanone C1(CC1)CN1N=CC(=C1)C1=NC=CC(=N1)NC1=CC(=C(C=N1)C(=O)N1CC(C1)N(C)C)NC(C)C